4-(3-(5,6-diaminopyridin-3-yl)-4-fluoro-benzyl)phthalazin-1(2H)-one NC=1C=C(C=NC1N)C=1C=C(CC2=NNC(C3=CC=CC=C23)=O)C=CC1F